C(C)(C)(C)OC(N[C@H]1CN(C[C@H]1C)C1=C2C=NN(C2=CC=C1[N+](=O)[O-])C1CC1)=O N-[(3R,4R)-1-(1-cyclopropyl-5-nitro-indazol-4-yl)-4-methyl-pyrrolidin-3-yl]carbamic acid tert-butyl ester